C(C)(C)(C)OC(=O)N1C[C@H](CC1)[C@@H](C(=O)OC(C)(C)C)CC1=CC(=CC(=C1)C=C)F (R)-3-((S)-1-(tert-butoxy)-3-(3-fluoro-5-vinylphenyl)-1-oxopropane-2-yl)pyrrolidine-1-carboxylic acid tert-butyl ester